(R)-4-methyl-3,4-dihydrobenzo[e][1,2,3]oxathiazine-4-carboxylic acid methyl ester 2,2-dioxide COC(=O)[C@@]1(NS(OC2=C1C=CC=C2)(=O)=O)C